3-Fluoro-5-methoxy-4-(6-oxo-3-(4-(3-oxotetrahydro-1H-oxazolo[3,4-a]pyrazin-7(3H)-yl)phenyl)-1H-pyrazolo[4,3-c]pyridazin-5(6H)-yl)benzonitril FC=1C=C(C#N)C=C(C1N1N=C2C(=CC1=O)NN=C2C2=CC=C(C=C2)N2CC1N(CC2)C(OC1)=O)OC